CO[C@@H](C)C=1C=2N(N=CC1NC(=O)NC=1C(=NC(=C(C1)C(F)(F)F)N1N=CC=N1)C)C=C(N2)C (S)-N-(8-(1-methoxyethyl)-2-methylimidazo[1,2-b]pyridazin-7-yl)-N'-(2-methyl-6-(2H-1,2,3-triazol-2-yl)-5-(trifluoromethyl)pyridin-3-yl)urea